[C].F[P-](F)(F)(F)(F)F.[NH2+]1CCOCC1 morpholinium hexafluorophosphate carbon